CN(S(=O)(=O)C)C1=C(C=CC(=C1)N1CCOCC1)[N+](=O)[O-] N-methyl-N-(5-morpholino-2-nitrophenyl)methanesulfonamide